FC(C)(F)C1=C(C=C(C(=C1)F)F)B1OC(C(O1)(C)C)(C)C 2-(2-(1,1-difluoroethyl)-4,5-difluorophenyl)-4,4,5,5-tetramethyl-1,3,2-dioxaborolane